Dichloro diketone ClC(C(=O)Cl)=O